N-nonyl-N',N'-dibutylurea C(CCCCCCCC)NC(=O)N(CCCC)CCCC